2-(5-(3,5-dichloro-4-fluorophenyl)-5-(trifluoromethyl)-4,5-dihydroisoxazol-3-yl)-N-(thiophen-2-ylmethyl)-2,3-dihydro-1H-pyrrolo[3,4-c]pyridine-6-carboxamide ClC=1C=C(C=C(C1F)Cl)C1(CC(=NO1)N1CC=2C=NC(=CC2C1)C(=O)NCC=1SC=CC1)C(F)(F)F